C(N)(ON1CCNCC1)=O piperazin-1-yl carbamate